Methyl-Thiazol CC=1SC=CN1